CN1N=CC2=CC=C(C=C12)COC1=CC=CC(=N1)C1CCN(CC1)CC1=NC2=C(N1C[C@H]1OCC1)C=C(C=C2)C(=O)OC methyl (S)-2-((4-(6-((1-methyl-1H-indazol-6-yl) methoxy) pyridin-2-yl) piperidin-1-yl) methyl)-1-(oxetan-2-ylmethyl)-1H-benzo[d]imidazole-6-carboxylate